ClC=1C(=C(C=CC1)NC1=C(NC2=C1C(NC[C@@H]2C[C@@H]2OCCOC2)=O)C2=C(C=NC=C2)F)OC (7S)-3-[(3-chloro-2-methoxyphenyl)amino]-7-[(2S)-1,4-dioxan-2-ylmethyl]-2-(3-fluoropyridin-4-yl)-1H,5H,6H,7H-pyrrolo[3,2-c]pyridin-4-one